3-ketovaleric acid O=C(CC(=O)O)CC